N1(C=CC2=CC=CC=C12)CC(=O)ON=CC1=CC=C(C=C1)Br 4-bromobenzaldehyde O-(2-(1H-indol-1-yl)acetyl) oxime